N-[2-[[(1S,2S)-2-hydroxycyclopentyl]methyl]-6-morpholino-1-oxo-isoindolin-5-yl]pyrazolo[1,5-a]pyrimidine-3-carboxamide O[C@@H]1[C@@H](CCC1)CN1C(C2=CC(=C(C=C2C1)NC(=O)C=1C=NN2C1N=CC=C2)N2CCOCC2)=O